C(C1=CC=CC=C1)OC(=O)N1[C@H]([C@H](CCC1)C(=O)N1C[C@H](CC1)F)C(=O)O (2R,3S)-1-((benzyloxy)carbonyl)-3-((S)-3-fluoropyrrolidine-1-carbonyl)piperidine-2-carboxylic acid